CC(=CCCC(=O)C(O)C(O)CO)CCCC(CCCC(CCCC(C)C)C)C (5,9,13,17-tetramethyloctadec-4-enoyl)glycerol